C(C1=CC=CC=C1)OCC1CN=CC=C1 3-((benzyloxy)methyl)-2,3-dihydropyridine